6-((S)-1-(4-fluorophenyl)ethyl)-N-methyl-5-(((R)-1-methylpyrrolidin-3-yl)amino)pyrazine-2-carboxamide FC1=CC=C(C=C1)[C@H](C)C1=C(N=CC(=N1)C(=O)NC)N[C@H]1CN(CC1)C